(S)-2-(1-(bicyclo[1.1.1]pentan-1-yl)-3-methyl-4-oxo-1,4-dihydro-5H-pyrazolo[3,4-d]pyridazin-5-yl)-N-(1-(4-(trifluoromethyl)phenyl)ethyl)acetamide C12(CC(C1)C2)N2N=C(C1=C2C=NN(C1=O)CC(=O)N[C@@H](C)C1=CC=C(C=C1)C(F)(F)F)C